3,5-DIMETHOXYPYRAZINE-2-CARBALDEHYDE COC=1C(=NC=C(N1)OC)C=O